(2S,3R)-3-amino-4-(dibenzylamino)butan-2-ol N[C@@H]([C@H](C)O)CN(CC1=CC=CC=C1)CC1=CC=CC=C1